C1=CC=CC=2C3=CC=CC=C3C(C12)N([C@H](C(=O)O)CCC(C)C)C(=O)OC (2S)-2-(9H-fluoren-9-yl-methoxycarbonylamino)-5-methylhexanoic acid